1-((3S,4R)-4-(3,5-difluoro-phenyl)-1-(1H-pyrazol-4-yl)pyrrolidin-3-yl)-3-(3,4-dimethyl-1-phenyl-1H-pyrazol-5-yl)urea FC=1C=C(C=C(C1)F)[C@H]1[C@@H](CN(C1)C=1C=NNC1)NC(=O)NC1=C(C(=NN1C1=CC=CC=C1)C)C